1-(5-{[(5-Chlorothiophen-2-yl)methyl]amino}-3-{1-[(2-methoxyphenyl)methyl]piperidin-4-yl}-1H-pyrazol-1-yl)-2,2-dimethylpropan-1-on ClC1=CC=C(S1)CNC1=CC(=NN1C(C(C)(C)C)=O)C1CCN(CC1)CC1=C(C=CC=C1)OC